[Si](C)(C)(C(C)(C)C)OC1CCC(CC1)C(=O)Cl 4-((tert-Butyldimethylsilyl)oxy)cyclohexanecarbonyl chloride